N-((4,6-dimethyl-2-carbonyl-1,2-dihydropyridin-3-yl)methyl)-3-(ethyl-(tetrahydro-2H-pyran-4-yl)amino)-2-methyl-5-(1-morpholino-2,3-dihydro-1H-inden-5-yl)benzamide CC1=C(C(NC(=C1)C)=C=O)CNC(C1=C(C(=CC(=C1)C=1C=C2CCC(C2=CC1)N1CCOCC1)N(C1CCOCC1)CC)C)=O